1,3,5-trimethylisophthalate CC1(C(=O)[O-])CC(C(=O)[O-])(CC(=C1)C)C